C(C)C1=CC=C(C(=N1)N1CCNCC1)OC 1-(6-Ethyl-3-methoxypyridin-2-yl)piperazine